(R)-N-(2-methyl-4-(N-(1-(piperidin-4-yl)ethyl)sulfamoyl)phenyl)thiazole-5-carboxamide CC1=C(C=CC(=C1)S(N[C@H](C)C1CCNCC1)(=O)=O)NC(=O)C1=CN=CS1